C(C)(C)(C)OC(=O)N1CC(OCC1C1=CC=C(C=C1)N1C(=CC2=C1N=CNC2=O)Cl)(C)C 5-(4-(6-chloro-4-oxo-3,4-dihydro-7H-pyrrolo[2,3-d]pyrimidin-7-yl)phenyl)-2,2-dimethylmorpholine-4-carboxylic acid tert-butyl ester